tert-butyl (3S)-4-(7-(4-chloropyridin-2-yl)-5-(2-methyl-5-oxomorpholino)-7H-pyrrolo[2,3-d]pyrimidin-4-yl)-3-methylpiperazine-1-carboxylate ClC1=CC(=NC=C1)N1C=C(C2=C1N=CN=C2N2[C@H](CN(CC2)C(=O)OC(C)(C)C)C)N2CC(OCC2=O)C